methyl (R)-(2-amino-2-(4-(ethylsulfonyl) phenyl)ethyl)carbamate hydrochloride Cl.N[C@@H](CNC(OC)=O)C1=CC=C(C=C1)S(=O)(=O)CC